C(C)(=O)N1CCC(CC1)C1=NN(C=C1)C1=CC=C(CN2C3=NC(=NC=C3NC2=O)C2=C(C=CC=C2)C(C)C)C=C1 9-(4-(3-(1-acetylpiperidin-4-yl)-1H-pyrazol-1-yl)benzyl)-2-(2-isopropylphenyl)-7,9-dihydro-8H-purin-8-one